C(C)(C)(C)OC(=O)NC=1C=C(N(C1)C)C(=O)NC1=CC=C(C=C1)C=1C=C(N(C1)C)C(=O)OC Methyl 4-(4-(4-((tert-butoxycarbonyl) amino)-1-methyl-1H-pyrrole-2-carboxamido)-phenyl)-1-methyl-1H-pyrrole-2-carboxylate